The molecule is an oligopeptide that is octa-L-lysine (Lys-Lys-Lys-Lys-Lys-Lys-Lys-Lys) in which each lysine residue is substituted on the epsilon-nitrogen by a benzylpenicilloyl group; used in skin-testing for penicillin allergy. CC1(C(N[C@H](S1)[C@@H](C(=O)NCCCC[C@@H](C(=O)N[C@@H](CCCCNC(=O)[C@H]([C@@H]2NC(C(S2)(C)C)C(=O)O)NC(=O)CC3=CC=CC=C3)C(=O)N[C@@H](CCCCNC(=O)[C@H]([C@@H]4NC(C(S4)(C)C)C(=O)O)NC(=O)CC5=CC=CC=C5)C(=O)N[C@@H](CCCCNC(=O)[C@H]([C@@H]6NC(C(S6)(C)C)C(=O)O)NC(=O)CC7=CC=CC=C7)C(=O)N[C@@H](CCCCNC(=O)[C@H]([C@@H]8NC(C(S8)(C)C)C(=O)O)NC(=O)CC9=CC=CC=C9)C(=O)N[C@@H](CCCCNC(=O)[C@H]([C@@H]1NC(C(S1)(C)C)C(=O)O)NC(=O)CC1=CC=CC=C1)C(=O)N[C@@H](CCCCNC(=O)[C@H]([C@@H]1NC(C(S1)(C)C)C(=O)O)NC(=O)CC1=CC=CC=C1)C(=O)N[C@@H](CCCCNC(=O)[C@H]([C@@H]1NC(C(S1)(C)C)C(=O)O)NC(=O)CC1=CC=CC=C1)C(=O)O)N)NC(=O)CC1=CC=CC=C1)C(=O)O)C